N-(4-fluorophenyl)-4-hydroxy-3,3-dimethyl-6-oxo-2-[6-(trifluoromethyl)-3-pyridyl]-1,2-dihydropyridine-5-carboxamide FC1=CC=C(C=C1)NC(=O)C1=C(C(C(NC1=O)C=1C=NC(=CC1)C(F)(F)F)(C)C)O